2-methyl-5-((4-methylthiazol-2-yl)methoxy)benzofuran-3-carboxylic acid CC=1OC2=C(C1C(=O)O)C=C(C=C2)OCC=2SC=C(N2)C